(E)-1-(4-(3-bromopropyloxy)phenyl)-3-(2,4-dichlorophenyl)prop-2-en-1-one BrCCCOC1=CC=C(C=C1)C(\C=C\C1=C(C=C(C=C1)Cl)Cl)=O